IC=1C(=CC=2[C@@H]3N(N4C(C2C1)=CC(C(=C4)C(=O)OCC)=O)C(CC3)(C)C)OCCCOC ethyl (R)-11-iodo-12-(3-methoxypropoxy)-3,3-dimethyl-8-oxo-2,3,8,13b-tetrahydro-1H-pyrido[2,1-a]pyrrolo[1,2-c]phthalazine-7-carboxylate